(2S,4R)-1-((R)-2-(3-(3-formylazetidin-1-yl)isoxazol-5-yl)-3-methylbutanoyl)-4-hydroxy-N-((S)-1-(4-(4-methylthiazol-5-yl)phenyl)ethyl)pyrrolidine-2-carboxamide C(=O)C1CN(C1)C1=NOC(=C1)[C@H](C(=O)N1[C@@H](C[C@H](C1)O)C(=O)N[C@@H](C)C1=CC=C(C=C1)C1=C(N=CS1)C)C(C)C